tert-butyl (2S)-4-(aminomethyl)-4-(1-hydroxyethyl)-2-methyl-piperidine-1-carboxylate NCC1(C[C@@H](N(CC1)C(=O)OC(C)(C)C)C)C(C)O